6-{N-[7-bromo-2-(4-methoxyphenyl)[1,2,4]triazolo[1,5-c]quinazolin-5-yl]-D-alaninyl}-2,6-diazaspiro[3.3]heptane-2-carboxylic acid tert-butyl ester C(C)(C)(C)OC(=O)N1CC2(C1)CN(C2)C([C@H](NC2=NC=1C(=CC=CC1C=1N2N=C(N1)C1=CC=C(C=C1)OC)Br)C)=O